mono-4-nitrophenol [N+](=O)([O-])C1=CC=C(C=C1)O